4-(tert-butyl)-2-chloroaniline C(C)(C)(C)C1=CC(=C(N)C=C1)Cl